FC([C@@H](C1=CC=C(C=C1)F)NS(=O)(=O)C1=CC=2N(C=N1)C=NN2)(F)F (R)-N-(2,2,2-trifluoro-1-(4-fluorophenyl)ethyl)-[1,2,4]triazolo[4,3-c]pyrimidine-7-sulfonamide